[N+](=O)([O-])C1=CC=C(C=C1)C1=CC=C(C=C1)C1=CC=C(C=C1)[N+](=O)[O-] dinitro-p-terphenyl